copper sulfate, potassium salt [K+].S(=O)(=O)([O-])[O-].[Cu+2]